C(CC)(=O)O[C@H]1[C@](O[C@@H]([C@H]1OC(CC)=O)COP(=O)(OC1=CC=CC=C1)N[C@H](C(=O)OC1CCC1)C)(C#N)C1=CC=C2C(=NC=NN21)N (2R,3R,4R,5R)-2-(4-aminopyrrolo[2,1-f][1,2,4]triazin-7-yl)-2-cyano-5-((((((S)-1-cyclobutoxy-1-oxopropan-2-yl)amino)(phenoxy)phosphoryl)oxy)methyl)tetrahydrofuran-3,4-diyl Dipropionate